(3S)-3-amino-1-methyl-1,2,3,4-tetrahydrospiro[1-benzazepine-5,1-cyclopropane]-2-one N[C@@H]1C(N(C2=C(C=CC=C2)C2(CC2)C1)C)=O